2-((5-chloro-2-((4-((4-methylpiperazin-1-yl)methyl)phenyl)amino)pyrimidin-4-yl)amino)-N,N-dimethylbenzenesulfonamide mono-tartrate salt C(=O)(O)C(O)C(O)C(=O)O.ClC=1C(=NC(=NC1)NC1=CC=C(C=C1)CN1CCN(CC1)C)NC1=C(C=CC=C1)S(=O)(=O)N(C)C